Cl.ClC=1SC2=C(C1)CC(CC2)NC 2-chloro-N-methyl-4,5,6,7-tetrahydrobenzothiophen-5-amine hydrochloride